6-methoxy-α-methyl-2-naphthylacetic acid COC=1C=C2C=CC(=CC2=CC1)C(C(=O)O)C